COP(OC)(=O)\C=C\C1=CC2=C(OCO2)C=C1 (E)-2-(benzo[d][1,3]dioxol-5-yl)vinyl-phosphonic acid dimethyl ester